C1(=CC(=CC=C1)C1=NC(=NC=C1Cl)NC1CCC(CC1)C(=O)O)C1=CC=CC=C1 4-((4-([1,1'-biphenyl]-3-yl)-5-chloropyrimidin-2-yl)amino)cyclohexane-1-carboxylic acid